3-(1-(tert-Butoxycarbonyl)-7-nitro-2-phenyl-1H-indol-5-yl)propionic acid C(C)(C)(C)OC(=O)N1C(=CC2=CC(=CC(=C12)[N+](=O)[O-])CCC(=O)O)C1=CC=CC=C1